1-(4-isobutyl-3,4-dihydroquinoxalin-1(2H)-yl)-3-(4-methylpiperazin-1-yl)propan C(C(C)C)N1CCN(C2=CC=CC=C12)CCCN1CCN(CC1)C